3-chloro-9-(3-fluoro-4-(1,4-oxazepan-4-ylcarbonyl)phenyl)-2-(trifluoromethyl)-4H-pyrido[1,2-a]pyrimidin-4-one ClC1=C(N=C2N(C1=O)C=CC=C2C2=CC(=C(C=C2)C(=O)N2CCOCCC2)F)C(F)(F)F